(-)-[6-(2-Chloro-4-fluoro-phenoxy)-2-azaspiro[3.3]heptan-2-yl]-[3-(4H-1,2,4-triazol-3-yl)pyrrolidin-1-yl]methanone ClC1=C(OC2CC3(CN(C3)C(=O)N3CC(CC3)C3=NN=CN3)C2)C=CC(=C1)F